ClC=1C=C(C=CC1C)NC(=O)C1=CC(=CC=2NC(=NC21)CCOC)NC(=O)C2=C(C=CC(=C2)Cl)Cl N-(3-chloro-4-methylphenyl)-6-{[(2,5-dichlorophenyl)carbonyl]amino}-2-(2-methoxyethyl)-1H-benzimidazole-4-Carboxamide